C(C)(=O)OC[C@@H]1O[C@H]([C@H]([C@H]1CC(=O)[O-])CC(=O)[O-])N1C2=NC(=NC(=C2N=C1)Br)F (2R,3R,4S,5R)-2-(acetoxymethyl)-5-(6-bromo-2-fluoro-9H-purin-9-yl)tetrahydrofuran-3,4-diyldiacetate